NC=1C2=C(N=CN1)N(C=C2F)[C@@H]2O[C@@H]([C@H]([C@H]2O)O)[C@H](O)C2=CC=1CCC1C=C2 (2R,3R,4S,5R)-2-(4-amino-5-fluoro-7H-pyrrolo[2,3-d]pyrimidin-7-yl)-5-((R)-bicyclo[4.2.0]octa-1(6),2,4-trien-3-yl(hydroxy)methyl)tetrahydrofuran-3,4-diol